(R)-(4-(1-(2-fluoro-3-difluoromethylphenyl)ethylamino)-2-methylpyrido[2,3-d]Pyrimidin-6-yl)dimethylphosphine oxide FC1=C(C=CC=C1C(F)F)[C@@H](C)NC=1C2=C(N=C(N1)C)N=CC(=C2)P(C)(C)=O